OC1=C(C=C(C=C1)/C=C/C(=O)C1=C(C=C(C=C1O)O)O)[N+](=O)[O-] (E)-3-(4-Hydroxy-3-nitrophenyl)-1-(2,4,6-trihydroxyphenyl)prop-2-en-1-one